1,2-diamino-1-butylethane NC(CN)CCCC